P(O)(=O)(OP(=O)(O)OP(=O)(O)O)OC[C@@H]1[C@H]([C@H]([C@@](O1)(N1C(=O)N=C(N)C=C1)CC=CN)O)O 3-Aminoallylcytidine-5'-Triphosphate